ClC=1C=C(CNC2=NC(=NC3=CC=C(C=C23)C=2C(=NOC2C)C)N)C=CC1 N4-(3-chlorobenzyl)-6-(3,5-dimethylisoxazole-4-yl)quinazoline-2,4-diamine